C1(=CC=CC=C1)C1=C(C(=NC(=C1C#N)OC)N)C#N 4-phenyl-2-amino-6-methoxy-3,5-dicyanopyridine